C(CCCCCCCCCCCCC)(=O)NCC(=O)O N-myristoylglycine